OC(C)(C)C=1N=CC(=NC1)N1C(C(C2(C1)CC(CCC2)C)=O)=O 3-(5-(2-hydroxypropane-2-yl)pyrazin-2-yl)-7-methyl-1-oxo-3-azaspiro[4.5]decan-2-one